3-phenyl-1,1-diethoxyacetone C1(=CC=CC=C1)CC(C(OCC)OCC)=O